2-(4-((2-chloro-4-morpholino-furo[3,2-d]pyrimidin-6-yl)methyl)piperazine-1-carbonyl)benzofuran-7-carboxamide ClC=1N=C(C2=C(N1)C=C(O2)CN2CCN(CC2)C(=O)C=2OC1=C(C2)C=CC=C1C(=O)N)N1CCOCC1